cis-2-(biphenyl-3-ylmethyl)-N,N-dimethyl-3-((methylsulfonyl)amino)piperidine-1-carboxamide C1(=CC(=CC=C1)C[C@@H]1N(CCC[C@@H]1NS(=O)(=O)C)C(=O)N(C)C)C1=CC=CC=C1